[Cl-].[Li+].Cl[Zn]C=1N(C(=C(N1)C1=NC2=C(C=NC(=C2)C(C(F)(F)F)(F)F)N1C)S(=O)(=O)CC)C Chloro{5-(ethylsulfonyl)-1-methyl-4-[3-methyl-6-(pentafluoroethyl)-3H-imidazo[4,5-c]pyridin-2-yl]-1H-imidazol-2-yl}zinc lithium chloride